NC1=C(C=CC=C1)C1=CC=C(C=C1)C(=O)NC=1C=NC(=C(C1)Cl)N1N=CC=N1 2'-amino-N-(5-chloro-6-(2H-1,2,3-triazol-2-yl)pyridin-3-yl)-[1,1'-biphenyl]-4-carboxamide